C[C@]1(CN(CC=C1OS(=O)(=O)C(F)(F)F)C(=O)OC(C)(C)C)C(=O)OCC |r| (+/-)-1-tert-Butyl 3-Ethyl 3-Methyl-4-{[(trifluoromethyl)sulfonyl]oxy}-2,3-dihydropyridine-1,3(6H)-dicarboxylate